C1(CCCC1)CCC(=O)NC=1SC(=C(N1)C)C1=CC(=C(C=C1)OC)S(NC1=CC(=C(C=C1)C)O)(=O)=O 3-cyclopentyl-N-[5-[3-[(3-hydroxy-4-methyl-phenyl)sulfamoyl]-4-methoxyphenyl]-4-methyl-thiazol-2-yl]propanamide